C1(CC1)C1(C=C(NN1CC1=CC=C(C=C1)F)C(=O)NC)C(=O)N 5-cyclopropyl-1-(4-fluorobenzyl)-N3-methyl-1H-pyrazole-3,5-dicarboxamide